tert-butyl (E)-(2-(((2-butylbenzo[d]oxazol-6-yl)methoxy)methyl)-3-fluoroallyl)carbamate C(CCC)C=1OC2=C(N1)C=CC(=C2)COC\C(\CNC(OC(C)(C)C)=O)=C\F